FC=1C(=CC(=C(C#N)C1)N1C2COCC1CC2)B2OC(C(O2)(C)C)(C)C 5-fluoro-2-(3-oxa-8-azabicyclo[3.2.1]octan-8-yl)-4-(4,4,5,5-tetramethyl-1,3,2-dioxaborolane-2-yl)benzonitrile